1-Methyl-N-[5-methyl-4-[3-(4-methylpiperazin-1-yl)phenoxy]-6-(o-tolyl)pyrimidin-2-yl]pyrazole-4-sulfonamide CN1N=CC(=C1)S(=O)(=O)NC1=NC(=C(C(=N1)OC1=CC(=CC=C1)N1CCN(CC1)C)C)C1=C(C=CC=C1)C